C(CCCCCCCCCCCCCCCCC)(=O)OCCCCCCCCOC(CCCCCCCCCCCCCCCCC)=O octylene glycol distearate